4-acetyl-3-hydroxy-2-methylbenzoic acid methyl ester COC(C1=C(C(=C(C=C1)C(C)=O)O)C)=O